tert-butyl (2R,5S)-2-acetyl-5-[[2-(4-chloro-3-fluorophenoxy)acetyl]amino]piperidine-1-carboxylate C(C)(=O)[C@@H]1N(C[C@H](CC1)NC(COC1=CC(=C(C=C1)Cl)F)=O)C(=O)OC(C)(C)C